(5-chloro-1-cyclopropyl-7-vinyl-1H-pyrazolo[4,3-b]pyridin-3-yl)isoindoline-1,3-dione ClC1=CC(=C2C(=N1)C(=NN2C2CC2)N2C(C1=CC=CC=C1C2=O)=O)C=C